1-phenyl-hex-2-yne-1-one-O-methyl oxime CON=C(C#CCCC)C1=CC=CC=C1